C(C)C1(COC1)COC1=C(C=CC=C1)C1=C(C=CC=C1)OCC1(COC1)CC 2,2'-bis[(3-ethyloxetan-3-yl)methoxy]biphenyl